ClC=1C=C(C=CC1Cl)C(C(=O)NN1C(=NC2=CC=CC=C2C1=O)C(C)C)C 2-(3,4-Dichloro-phenyl)-N-(2-isopropyl-4-oxo-4H-quinazolin-3-yl)-propionamide